CC=1C=C(C=C(C1N1CCN(CC1)C)C)C=1C=C2C(=NC1)NN=C2C2=CC=C(C(=O)N(C)C)C=C2 4-(5-(3,5-dimethyl-4-(4-methylpiperazin-1-yl)phenyl)-1H-pyrazolo[3,4-b]Pyridin-3-yl)-N,N-dimethylbenzamide